3-Cyclopentyl-5-(2-ethoxyphenyl)isoxazolo[4,5-d]pyrimidin-7(6H)-one C1(CCCC1)C1=NOC2=C1N=C(NC2=O)C2=C(C=CC=C2)OCC